NC1=C(SC=2N=C(SC21)C)C(=O)N[C@@H]2COC1=CC(=CC=C1C2)N2CCNCC2 (S)-6-amino-2-methyl-N-(7-(piperazin-1-yl)chroman-3-yl)thieno[2,3-d]thiazole-5-carboxamide